ClC=1C(=CC(=C(C1)C(=O)N1CCN(CC1)C)F)NC1=NC=C(C(=N1)C=1C=NN(C1)C(C)C)Cl (5-chloro-4-((5-chloro-4-(1-isopropyl-1H-pyrazol-4-yl)pyrimidin-2-yl)amino)-2-fluorophenyl)(4-methylpiperazin-1-yl)methanone